C(C)(C)(C)OC(NC1C(N(CC1CF)CC1=CC=CC=C1)=O)=O N-[1-benzyl-4-(fluoromethyl)-2-oxopyrrolidin-3-yl]carbamic acid tert-butyl ester